BrC=1C(=C(C=CC1)N)C 3-bromo-2-methylbenzen-1-amine